N-(3-(2-((4-(4-(2-((3R,5R,7R)-adamantan-1-yl)acetyl)piperazin-1-yl)-2-Methoxyphenyl)amino)-5-methyl-7-oxopyrido[2,3-d]pyrimidin-8(7H)-yl)phenyl)acrylamide C12(CC3CC(CC(C1)C3)C2)CC(=O)N2CCN(CC2)C2=CC(=C(C=C2)NC=2N=CC3=C(N2)N(C(C=C3C)=O)C=3C=C(C=CC3)NC(C=C)=O)OC